C(CCC)(=O)OCCCC butyl butanate